(1S,2S,3S,6R)-4-((difluoromethoxy)methyl)-6-((3-(4-(trifluoromethyl)cyclohexyl)propyl)amino)cyclohex-4-ene-1,2,3-triol FC(OCC=1[C@@H]([C@@H]([C@H]([C@@H](C1)NCCCC1CCC(CC1)C(F)(F)F)O)O)O)F